6-[4-(dimethylamino)-1-piperidyl]-N-[5-(4-fluoro-1H-benzimidazol-2-yl)-1-methyl-pyrazol-3-yl]pyridine-3-carboxamide CN(C1CCN(CC1)C1=CC=C(C=N1)C(=O)NC1=NN(C(=C1)C1=NC2=C(N1)C=CC=C2F)C)C